FC1=C(OC2CCNCC2)C=CC(=C1)C(F)(F)F 4-[2-Fluoro-4-(trifluoromethyl)phenoxy]piperidine